BrC=1C=CC(=NC1)CO (5-bromo-pyridin-2-yl)-methanol